6-methyl-2-(thiazol-5-yl)-N-((1r,4r)-4-((2,2,2-trifluoroethyl)amino)cyclohexyl)pyrimidine-4-carboxamide CC1=CC(=NC(=N1)C1=CN=CS1)C(=O)NC1CCC(CC1)NCC(F)(F)F